6-((1-Acryloyl-3-(3-chloro-2-methylphenyl)azetidin-3-yl)amino)-2,3,3-trimethylisoindolin-1-one C(C=C)(=O)N1CC(C1)(C1=C(C(=CC=C1)Cl)C)NC1=CC=C2C(N(C(C2=C1)=O)C)(C)C